Cl.C1(CC1)C=1C=C(C=NC1OC1CCOCC1)C(=O)N1C[C@@H]2CNC[C@H]2C1 (5-cyclopropyl-6-(tetrahydro-2H-pyran-4-yloxy)pyridin-3-yl)((3aS,6aS)-hexahydropyrrolo[3,4-c]pyrrol-2(1H)-yl)methanone hydrochloride